O[C@@H](C)C=1N(C=CN1)CC1=NOC(=C1)C1=CC=C(C=C1)C#CC=1C=CC(=NC1)CN1CC(C1)O (S)-1-((5-((4-(3-((2-(1-hydroxyethyl)-1H-imidazol-1-yl)methyl)isoxazol-5-yl)phenyl)ethynyl)pyridin-2-yl)methyl)azetidin-3-ol